8-bromo-N2-(cyclohexylmethyl)-N4-(dicyclopropylmethyl)quinazoline-2,4-diamine BrC=1C=CC=C2C(=NC(=NC12)NCC1CCCCC1)NC(C1CC1)C1CC1